4-morpholino-2-[(2E)-2-(m-tolylmethylene)hydrazino]-N-pyrrolidin-3-yl-thieno[2,3-d]pyrimidine-6-carboxamide O1CCN(CC1)C=1C2=C(N=C(N1)N/N=C/C=1C=C(C=CC1)C)SC(=C2)C(=O)NC2CNCC2